tert-Butyl 4-(7-chlorooxazolo[4,5-b]pyridin-2-yl)piperazine-1-carboxylate ClC1=C2C(=NC=C1)N=C(O2)N2CCN(CC2)C(=O)OC(C)(C)C